ClC1=CC(=C(CSC2=NN(C=C2)C2CCN(CC2)CC2=NC3=C(N2C[C@H]2OCC2)C=C(C=C3)C(=O)O)C=C1)F (S)-2-((4-(3-((4-chloro-2-fluorobenzyl)thio)-1H-pyrazol-1-yl)piperidin-1-yl)methyl)-1-(oxetan-2-ylmethyl)-1H-benzo[d]imidazole-6-carboxylic acid